CN([C@@H]1[C@@H](CCC1)OC=1N=CC2=C(N1)CN(CC2)C(=O)[O-])C (((1R,2S)-2-(dimethylamino) cyclopentyl) oxy)-5,8-dihydropyrido[3,4-d]pyrimidine-7(6H)-carboxylate